2-(pyridin-2-yl)ethyl 3,6-dichloro-2-methoxybenzoate ClC=1C(=C(C(=O)OCCC2=NC=CC=C2)C(=CC1)Cl)OC